(E)-3-(4-(((1-(5'-(4-Chloro-3-hydroxyphenyl)-3',6-dicyano-[3,4'-bipyridin]-2'-yl)piperidin-4-yl)amino)methyl)-3-fluorophenyl)-N-hydroxyacryl-amide formate C(=O)O.ClC1=C(C=C(C=C1)C=1C(=C(C(=NC1)N1CCC(CC1)NCC1=C(C=C(C=C1)/C=C/C(=O)NO)F)C#N)C=1C=NC(=CC1)C#N)O